4-methoxy-9,10-dihydrophenanthrene-2,5-diol COC1=CC(=CC=2CCC=3C=CC=C(C3C12)O)O